Hydroxyamine sulfate S(=O)(=O)(O)O.ON